(R)-N-(4-(3-aminopiperidin-1-yl)-5-bromo-1H-pyrrolo[2,3-b]pyridin-3-yl)-3-methyl-butanamide N[C@H]1CN(CCC1)C1=C2C(=NC=C1Br)NC=C2NC(CC(C)C)=O